(2R,3R,4S,5R)-3-(2-ethyl-3,4-difluoro-phenyl)-4,5-dimethyl-5-(trifluoromethyl)tetrahydrofuran C(C)C1=C(C=CC(=C1F)F)[C@@H]1CO[C@]([C@H]1C)(C(F)(F)F)C